5-(4-benzyloxy-2-ethyl-5-methyl-pyrazol-3-yl)-4-[(4-methoxyphenyl)-methyl]-1,2,4-triazole-3-thiol C(C1=CC=CC=C1)OC1=C(N(N=C1C)CC)C=1N(C(=NN1)S)CC1=CC=C(C=C1)OC